C(=O)C1=CC=C(CC=2C=CC3=C(N(C=N3)C(=O)OC(C)(C)C)C2)C=C1 tert-butyl 6-(4-formylbenzyl)-1H-benzo[d]imidazole-1-formate